BrC1=C(C=CC2=C1[C@H]([C@@](O2)(C2=CC=CC=C2)CNC(OC(C)(C)C)=O)C)Cl Tert-butyl (((2R,3R)-4-bromo-5-chloro-3-methyl-2-phenyl-2,3-dihydrobenzofuran-2-yl)methyl)carbamate